rac-4-(2,3-dichloro-6-((2-(trimethylsilyl)ethoxy)methoxy)phenyl)-1-(1H-pyrazol-4-yl)pyrrolidin-2-one ClC1=C(C(=CC=C1Cl)OCOCC[Si](C)(C)C)[C@H]1CC(N(C1)C=1C=NNC1)=O |r|